CC1(CC(CCC1)=CCO)C cis-2-(3,3-dimethyl-cyclohexylidene)ethanol